C(=C)C(=NO)C=C Vinyl ketoxime